C(C)OC1=NC=CC=C1C1=CC(=C2C(=N1)C=NN2C(C)C)NC[C@H]2OCCC2 5-(2-ethoxy-3-pyridinyl)-1-isopropyl-N-[[(2S)-tetrahydrofuran-2-yl]methyl]pyrazolo[4,3-b]pyridin-7-amine